5-(methoxymethyl)-1-(2-(2-(prop-2-yn-1-yloxy) ethoxy) ethyl)-1H-pyrazole-3-carboxylate 3-(methoxymethyl)-1H-pyrazole-5-carboxylate COCC1=NNC(=C1)C(=O)O.COCC1=CC(=NN1CCOCCOCC#C)C(=O)O